1,2,3,4,8,9-hexahydropyrido[4',3':3,4]Pyrazolo[1,5-a]Pyrazin C1NCCC=2NN3C(=CNCC3)C21